N-(5-chloro-4-(3-phenylisoxazolidin-2-yl)pyrimidin-2-yl)-1,2,3,4-tetrahydroisoquinolin-7-amine ClC=1C(=NC(=NC1)NC1=CC=C2CCNCC2=C1)N1OCCC1C1=CC=CC=C1